C(C(=C)C)(=O)OC(CS(=O)(=O)O)C 2-methacryloxypropanesulfonic acid